2-[5-bromo-2-(3-chloro-2-pyridinyl)pyrazol-3-yl]-10-methylpyrido[2,3-g][3,1]benzoxazin-4-one BrC=1C=C(N(N1)C1=NC=CC=C1Cl)C1=NC2=C(C(O1)=O)C=C1C(=C2C)C=CC=N1